N-{[3-chloro-5-(2-chloropyridin-4-yl)-2-[(3-formylpyridin-2-yl)sulfanyl]phenyl]methyl}carbamic acid 9H-fluoren-9-ylmethyl ester C1=CC=CC=2C3=CC=CC=C3C(C12)COC(NCC1=C(C(=CC(=C1)C1=CC(=NC=C1)Cl)Cl)SC1=NC=CC=C1C=O)=O